2-((1R,5S,6R)-2-(7,7-difluoro-2-((S)-2-methylazetidin-1-yl)-6,7-Dihydro-5H-cyclopenta[d]pyrimidin-4-yl)-3-azabicyclo[3.1.0]hexan-6-yl)-1-(piperazin-1-yl)ethan-1-one FC1(CCC2=C1N=C(N=C2C2[C@@H]1[C@@H]([C@@H]1CN2)CC(=O)N2CCNCC2)N2[C@H](CC2)C)F